(9H-Fluoren-9-yl)methyl ((S)-1-(((S)-1-((4-(chloromethyl)phenyl)amino)-1-oxo-5-ureidopentan-2-yl)amino)-3-methyl-1-oxobutan-2-yl)carbamate ClCC1=CC=C(C=C1)NC([C@H](CCCNC(=O)N)NC([C@H](C(C)C)NC(OCC1C2=CC=CC=C2C=2C=CC=CC12)=O)=O)=O